ClCC(=O)C1=CC=C(C=C1)NC(OC([2H])([2H])[2H])=O Methyl-d3 (4-(2-chloroacetyl)phenyl)carbamate